Rac-N-(6-bromo-7-chloroisoquinolin-3-yl)-5-oxaspiro[2.5]octane-1-carboxamide BrC=1C=C2C=C(N=CC2=CC1Cl)NC(=O)C1CC12COCCC2